4-((4-(1-(tert-Butyl)-1H-pyrazol-4-yl)pyrimidin-2-yl)((4-(4-methoxy-3,5-dimethylphenyl)bicyclo[2.2.2]octan-1-yl)methyl)carbamoyl)(trans-cyclohexyl) 3-hydroxyazetidine-1-carboxylate OC1CN(C1)C(=O)O[C@@H]1CC[C@H](CC1)C(N(CC12CCC(CC1)(CC2)C2=CC(=C(C(=C2)C)OC)C)C2=NC=CC(=N2)C=2C=NN(C2)C(C)(C)C)=O